C(C)C1=NC(=NC(=C1)N1C[C@@H](NCC1)C1=CN=C2N1C=CC=C2)N |r| (R/S)-4-ethyl-6-(3-(imidazo[1,2-a]pyridin-3-yl)piperazin-1-yl)pyrimidin-2-amine